ClC1=CC=C(C=C1)C1=CC=2C3=C(C=NC2C=C1)N(C(N3C=3C(=CC(=C(C#N)C3)N3CCNCC3)C)=N)C 5-(8-(4-Chlorophenyl)-2-imino-3-methyl-2,3-dihydro-1H-imidazo[4,5-c]quinolin-1-yl)-4-methyl-2-(piperazin-1-yl)benzonitrile